2-(3-methyl-4-nitro-1H-pyrazol-1-yl)ethyl methanesulfonate CS(=O)(=O)OCCN1N=C(C(=C1)[N+](=O)[O-])C